(1-phenylcyclopropyl)benzamide C1(=CC=CC=C1)C1(CC1)C1=C(C(=O)N)C=CC=C1